OC1=CC(=C(C=O)C=C1C)C 4-hydroxy-2,5-dimethyl-benzaldehyde